N1(CCC(CC1)C1CCNCC1)C1=NN=C(S1)C=1C(=CC(=NC1)C1=CC=C2N1N=CC(=C2)C#N)NC 7-(5-(5-([4,4'-bipiperidin]-1-yl)-1,3,4-thiadiazol-2-yl)-4-(methylamino)pyridin-2-yl)pyrrolo[1,2-b]pyridazine-3-carbonitrile